C1(CCCC1)C(C1=C(C=CC(=N1)C=1N=NN(C1)C1=C(C=C(C=C1)NS(=O)(=O)CC)N1CCC2(CC2)CC1)F)O N-(4-(4-(6-(cyclopentyl(hydroxy)methyl)-5-fluoropyridin-2-yl)-1H-1,2,3-triazol-1-yl)-3-(6-azaspiro[2.5]octan-6-yl)phenyl)ethanesulfonamide